4-piperidinylmethyl-8-hydroxypurine N1(CCCCC1)CC12N=CN=CC2=NC(=N1)O